[NH4+].C(CC)S(=O)(=O)[O-].C[NH+](CC)C.C(CC)S(=O)(=O)[O-] dimethylethylammonium propanesulfonate ammonium salt